C(C)(=O)N1CC(C1)N(C=1C=CC=C2CCN(CC12)C(=O)OC(C)(C)C)C tert-butyl 8-((1-acetylazetidin-3-yl) (methyl) amino)-3,4-dihydroisoquinoline-2(1H)-carboxylate